S1C=NC2=C1C=CC=C2 Benzothiazol